n-butylbenzene CCCCC1C=CC=CC=1